oxo-6',7'-dihydrospiro[cyclopropane-1,5'-inden] O=C1C2(C=C3C=CC=C3C1)CC2